CC1(N(CCC(C1)COS(=O)(=O)C1=CC=C(C)C=C1)C(=O)OC(C)(C)C)C tert-butyl 2,2-dimethyl-4-((tosyloxy)methyl)piperidine-1-carboxylate